OC1=CC(=CC(=C1C1C(CCC(=C1)C)C(=C)C)OP(=O)(C)N[C@@H](C)C(=O)OC(C)C)CCCCC isopropyl (((6-hydroxy-5'-methyl-4-pentyl-2'-(prop-1-en-2-yl)-1',2',3',4'-tetrahydro-[1,1'-biphenyl]-2-yl)oxy)(methyl)phosphoryl)-L-alaninate